2-oxo-4H-1,3,2-benzodioxaphosphinin O=P1OC2=C(CO1)C=CC=C2